(S)-N-(1-([1,1'-biphenyl]-4-yl)-3-((2,2,6,6-tetramethylpiperidin-4-yl)amino)propan-2-yl)-2-chloronicotinamide C1(=CC=C(C=C1)C[C@@H](CNC1CC(NC(C1)(C)C)(C)C)NC(C1=C(N=CC=C1)Cl)=O)C1=CC=CC=C1